potassium (3-ethoxyprop-1-en-2-yl)trifluoroborate C(C)OCC(=C)[B-](F)(F)F.[K+]